C(#N)[C@H]1N(CSC1)C(CNC(=O)C1=CC=NC2=CC=C(C=C12)N1CCC(CC1)(C)O)=O (R)-N-(2-(4-Cyanothiazolidin-3-yl)-2-oxoethyl)-6-(4-hydroxy-4-methyl-piperidin-1-yl)quinoline-4-carboxamide